OCCNC(=O)C1=CNC2=C1N=CN=C2NCC2=CC=C(C=C2)B(O)O 4-[([7-[(2-hydroxyethyl)carbamoyl]-5H-pyrrolo[3,2-d]pyrimidin-4-yl]amino)-methyl]phenylboronic acid